C(C)(C)(C)OC(NC1=CC(=C(C=C1)C)CCC1=CN=C(S1)N)=O (3-(2-(2-Aminothiazole-5-yl)ethyl)-4-methylphenyl)carbamic acid tert-butyl ester